CN1C2=NC(=NC(=C2N=C1)C1=CC=C(C=C1)OC(F)(F)F)CO (9-methyl-6-(4-(trifluoromethoxy)phenyl)-9H-purin-2-yl)methanol